N-(1-(4-chlorophenyl)-2,2,2-trifluoroethyl)-N-methyl-[1,2,4]triazolo[1,5-a]pyridine-7-sulfonamide ClC1=CC=C(C=C1)C(C(F)(F)F)N(S(=O)(=O)C1=CC=2N(C=C1)N=CN2)C